N-(1-cyclopropyl-2-oxo-3-pyridinyl)-2-[4-(hydroxymethyl)cyclohexyl]-7-isopropoxy-imidazo[1,2-a]pyridine-6-carboxamide C1(CC1)N1C(C(=CC=C1)NC(=O)C=1C(=CC=2N(C1)C=C(N2)C2CCC(CC2)CO)OC(C)C)=O